(1r,6r,e)-6-hydroxy-1-methylcyclooct-4-ene-1-carboxylic acid O[C@H]1/C=C/CC[C@](CC1)(C(=O)O)C